ClC1=C(C(=CC=C1)C)N1N=CC2=C1COC[C@H]2NC(=O)C2=NOC1=C2CCCC1 (S)-N-(1-(2-chloro-6-methylphenyl)-1,4,5,7-tetrahydropyrano[3,4-c]pyrazol-4-yl)-4,5,6,7-tetrahydrobenzo[d]isoxazole-3-carboxamide